N-(benzo[d]thiazol-2-yl)-4-bromo-2,6-difluorobenzamide S1C(=NC2=C1C=CC=C2)NC(C2=C(C=C(C=C2F)Br)F)=O